NC1=NC(N(C=N1)[C@H]1C[C@H](O)[C@H](O1)CO)=O 4-amino-1-(2-deoxy-β-D-erythro-pentofuranosyl)-1,3,5-triazin-2(1H)one